ClC=1C=CC2=C(N=C(O2)C23CC(C2)(C3)NC(=O)C=3OC(=CC3)C=NCS(=O)(=O)C)C1 N-[3-(5-chloro-1,3-benzoxazol-2-yl)-1-bicyclo[1.1.1]pentanyl]-5-[(methylsulfonylmethylimino)methyl]furan-2-carboxamide